FC(C1=NN(C=C1C(=O)NC1=C(C=CC=C1)C1=CC=C(C=C1)C#CC(C)(C)OC)C)F 3-(difluoromethyl)-N-[4'-(3-methoxy-3-methylbut-1-yne-1-yl)biphenyl-2-yl]-1-methyl-1H-pyrazole-4-carboxamide